2-(5-(2-methoxyethoxy)-2-methylphenyl)-4,4,5,5-tetramethyl-1,3,2-dioxaborolane COCCOC=1C=CC(=C(C1)B1OC(C(O1)(C)C)(C)C)C